4-((5-((3S,4S)-4-amino-3-methyl-2-oxa-8-azaspiro[4.5]decan-8-yl)-6-oxo-1,6-dihydropyrazin-2-yl)thio)-3,3-difluoro-1-methylindolin-2-one N[C@@H]1[C@@H](OCC12CCN(CC2)C2=NC=C(NC2=O)SC2=C1C(C(N(C1=CC=C2)C)=O)(F)F)C